C1CCC=CCCC1 11-trans-cycloocta-4-en